(R)-1-(1-hydroxypropan-2-yl)guanidine OC[C@@H](C)NC(=N)N